[C@@H]1([C@H](O)[C@@H](O)[C@@H](O)[C@H](O1)CO)OC1=CC=C(C=C1)CCC(=O)O 4-(β-D-galactopyranosyloxy)benzenepropanoic acid